4,17-dioxabicyclo[14.1.0]heptadecan-6-one C12CCOCC(CCCCCCCCCC2O1)=O